OC1(CC1)C1=NN(C=N1)C1CC2(CN(C2)C(=O)N2CC3(C2)CC(C3)CC=3C(=NN(C3)C)C(F)(F)F)C1 [6-[3-(1-hydroxycyclopropyl)-1,2,4-triazol-1-yl]-2-azaspiro[3.3]heptan-2-yl]-[6-[[1-methyl-3-(trifluoromethyl)pyrazol-4-yl]methyl]-2-azaspiro[3.3]heptan-2-yl]methanone